(S)-2-(5-bromothiophen-2-yl)-1-(4-((5R,7S)-7-hydroxy-5-methyl-6,7-dihydro-5H-cyclopenta[d]pyrimidin-4-yl)piperazin-1-yl)-3-(isopropylamino)propan-1-one BrC1=CC=C(S1)[C@H](C(=O)N1CCN(CC1)C=1C2=C(N=CN1)[C@H](C[C@H]2C)O)CNC(C)C